tert-butyl 4-(2-(8-fluoro-2-methylimidazo[1,2-a]pyridin-6-yl)-9-methyl-4-oxo-4H-pyrido[1,2-a][1,3,5]triazin-7-yl)-2,2-dimethylpiperazine-1-carboxylate FC=1C=2N(C=C(C1)C=1N=C3N(C(N1)=O)C=C(C=C3C)N3CC(N(CC3)C(=O)OC(C)(C)C)(C)C)C=C(N2)C